FC(C1=NN(C=C1C1=NN2C(N=C(C=C2)N2CCOCC2)=C1C(=O)N)[C@@H]1CC[C@H](CC1)C(=O)O)F (3-(difluoromethyl)-1-((trans)-4-(carboxy)cyclohexyl)-1H-pyrazol-4-yl)-5-morpholinylpyrazolo[1,5-a]pyrimidine-3-carboxamide